BrC=1C=CC2=C(C(=N[C@H](C=3N2C=NN3)C)C3=C(C=CC=C3F)F)C1Cl (4S)-8-bromo-7-chloro-6-(2,6-difluorophenyl)-4-methyl-4H-[1,2,4]Triazolo[4,3-a][1,4]Benzodiazepine